bis((7-(4-(4-(benzo[b]thiophen-4-yl)piperazin-1-yl)butoxy)-2-oxo-3,4-dihydroquinolin-1(2H)-yl)methyl) tetradecanedioate C(CCCCCCCCCCCCC(=O)OCN1C(CCC2=CC=C(C=C12)OCCCCN1CCN(CC1)C1=CC=CC=2SC=CC21)=O)(=O)OCN2C(CCC1=CC=C(C=C21)OCCCCN2CCN(CC2)C2=CC=CC=1SC=CC12)=O